ClC1=CC(=CS1)CCO 2-(5-chloro-thiophen-3-yl)ethanol